FC(C=1C=CC=2N(N1)C(=CN2)C2=CC(=NC=N2)N2C(C(CCC2)CNS(=O)(=O)C)CC)F N-((1-(6-(6-(difluoromethyl)imidazo[1,2-b]pyridazin-3-yl)pyrimidin-4-yl)-2-ethylpiperidin-3-yl)methyl)methanesulfonamide